(R)-6-chloro-3-((1-(3,6-dimethyl-2-(4-(5-methylpyrimidin-2-yl)piperazin-1-yl)-4-oxo-3,4-dihydroquinazolin-8-yl)ethyl)amino)-N-(methylsulfonyl)picolinamide ClC1=CC=C(C(=N1)C(=O)NS(=O)(=O)C)N[C@H](C)C=1C=C(C=C2C(N(C(=NC12)N1CCN(CC1)C1=NC=C(C=N1)C)C)=O)C